C[C@H](C(=O)O[C@@H]1[C@H]([C@@H](O[C@@H]([C@H]1O)CO)O[C@@H]2[C@H](O[C@H]([C@@H]([C@H]2O)NC(=O)C)O[C@@H]3[C@H](O[C@H]([C@@H]([C@H]3OC(=O)[C@@H](C)O)NC(=O)C)O[C@@H]4[C@H](OC([C@@H]([C@H]4O)NC(=O)C)O)CO)CO)CO)NC(=O)C)O The molecule is an amino tetrasaccharide consisting of 2-acetamido-3-O-[(R)-lactoyl]-beta-D-glucopyranosyl, 2-acetamido-beta-D-glucopyranosyl, 2-acetamido-3-O-[(R)-lactoyl]-beta-D-glucopyranosyl, and 2-acetamido-beta-D-glucopyranosyl residues joined together in sequence by (1->4) glycosidic linkages. NB The SNFG depiction of this compound by GlyTouCan depicts N-acetylmuramic acid groups instead of the 2-acetamido-3-O-[(R)-lactoyl]-beta-D-glucopyranosyl groups shown in both the SID (submitted by GlyTouCan) and CID entries in PubChem. It is not clear which compound is intended. It is an amino tetrasaccharide and a member of acetamides.